NCC(O)(C1=CC=C(C=C1)Cl)C1=CC=C(C=C1)C1=C2C(=NC=C1)NC=C2Br 2-amino-1-(4-(3-bromo-1H-pyrrolo[2,3-b]pyridin-4-yl)phenyl)-1-(4-chlorophenyl)ethan-1-ol